COC1=C(C=CC(=N1)C(C(=O)OCC)(C)C)[N+](=O)[O-] ethyl 2-(6-methoxy-5-nitropyridin-2-yl)-2-methylpropanoate